N-(4-trifluoromethylbenzyl)-1,1-diphenylmethanimine-15N FC(C1=CC=C(C[15N]=C(C2=CC=CC=C2)C2=CC=CC=C2)C=C1)(F)F